7-ethoxy-3-(4-methoxyphenyl)-1,8-naphthyridin-2(1H)-one C(C)OC1=CC=C2C=C(C(NC2=N1)=O)C1=CC=C(C=C1)OC